S=C1NCN(CN1)C1=CC2=C(OC(C(N2CC#C)=O)(F)F)C=C1F 6-thioxo-3-(2,2,7-trifluoro-3-oxo-4-(prop-2-ynyl)-3,4-dihydro-2H-benzo[b][1,4]oxazin-6-yl)-1,3,5-triazinane